FC(C(C(=O)NC(C(=O)N)CCC)(O)O)(F)F 3,3,3-trifluoro-2,2-dihydroxypropanamidopentanamide